C(C)(C)(C)[S@](=O)NC(C(C)(C)C)=O N-[(S)-tert-butylsulfinyl]-2,2-dimethyl-propionamide